2-[[4-(6-fluoropyridazin-3-yl)-7-pyrazol-1-yl-indazol-1-yl]methoxy]ethyl-trimethyl-silane FC1=CC=C(N=N1)C1=C2C=NN(C2=C(C=C1)N1N=CC=C1)COCC[Si](C)(C)C